Cl.OCCC(=O)N1CCNCC1 3-hydroxy-1-(piperazin-1-yl)propan-1-one hydrochloride